C(CCC)N1C2=CC=C(C=C2C=2C=C(C=CC12)C(C(C)(C)N1CCOCC1)=O)C(C(C)(C)N1CCOCC1)=O 9-n-butyl-3,6-bis(2'-morpholinyl-isobutyryl)carbazole